Cl.C(C)(C)OC[C@H](NC)C(=O)OCC1=CC(=NC(=C1)Cl)Cl (2,6-Dichloropyridin-4-yl)methyl O-isopropyl-N-methyl-L-serinate hydrochloride